methyl 2-(4-(2-fluoro-3-(1-(4-fluorophenyl)vinyl)-4-hydroxybenzyl)-3,5-dimethylphenoxy)acetate FC1=C(CC2=C(C=C(OCC(=O)OC)C=C2C)C)C=CC(=C1C(=C)C1=CC=C(C=C1)F)O